1,2-diazidoethyl-benzene N(=[N+]=[N-])C(CN=[N+]=[N-])C1=CC=CC=C1